ClC1=C(C(=NC2=CC(=CC=C12)C1CCC1)OC)C(=O)OCC ethyl 4-chloro-7-cyclobutyl-2-methoxyquinoline-3-carboxylate